(R)-2-fluoro-1,2,3,5,6,7-hexahydro-s-indacen-4-amine F[C@@H]1CC=2C=C3CCCC3=C(C2C1)N